2-[4-(2,3-epoxypropoxy)phenyl]-2-(4-[1,1-bis[4-[2,3-epoxypropoxy]phenyl]ethyl]phenyl)propane C(C1CO1)OC1=CC=C(C=C1)C(C)(C)C1=CC=C(C=C1)C(C)(C1=CC=C(C=C1)OCC1CO1)C1=CC=C(C=C1)OCC1CO1